ClC1=C(C=CC=C1)[C@H](C(C)C)NC(=O)C=1C=C2CN(C(C2=CC1)=O)C1C(NC(CC1)=O)=O N-((S)-1-(2-chlorophenyl)-2-methylpropyl)-2-(2,6-dioxopiperidin-3-yl)-1-oxoisoindoline-5-carboxamide